3-(4-{[3-(propan-2-yl)phenyl]sulfamoyl}phenyl)-1-(pyridin-3-ylmethyl)urea CC(C)C=1C=C(C=CC1)NS(=O)(=O)C1=CC=C(C=C1)NC(NCC=1C=NC=CC1)=O